Cl.[I-].NCCCNC(C[N+](C)(C)C)=O [2-(3-Aminopropylamino)-2-oxo-ethyl]-trimethyl-ammonium iodide Hydrochloride